N-[3-(6-chloro-1,3-benzothiazol-2-yl)-1-bicyclo[1.1.1]pentanyl]-5-(1-methanesulfonylcyclopropyl)thiazole-2-carboxamide ClC1=CC2=C(N=C(S2)C23CC(C2)(C3)NC(=O)C=3SC(=CN3)C3(CC3)S(=O)(=O)C)C=C1